BrC=1C2=C(SC1C(F)(F)P(OCC)(O)=O)C(=CC(=C2)C(N)=N)OCCCC(F)(F)F ethyl hydrogen ((3-bromo-5-carbamimidoyl-7-(4,4,4-trifluorobutoxy)benzo[b]thiophen-2-yl)difluoromethyl)phosphonate